C(C)(C)(C)OC(=O)N1CCC(CC1)C#CC1=CC=C(C=C1)C#N 4-((4-cyanophenyl)ethynyl)piperidine-1-carboxylic acid tert-butyl ester